C(O)C(C1CO1)(CO)CO epoxytrimethylolpropane